2-((tert-Butoxycarbonyl)amino)-7-((7-(dimethylamino)naphthalen-2-yl)oxy)-1,2,3,4-tetrahydronaphthalen-2-carboxylic acid C(C)(C)(C)OC(=O)NC1(CC2=CC(=CC=C2CC1)OC1=CC2=CC(=CC=C2C=C1)N(C)C)C(=O)O